CC1=C(C(C=O)=C(C=C1OC)C)C=O 3,6-dimethyl-4-methoxyphthalaldehyde